C(=O)O.C(C)O[C@H]1C([C@H](C1)N1N=C(C(=C1)NC(=O)C=1OC(=CC1)C=1C=NNC1)C1=NC=CC=C1)F N-(1-((1S,3R)-3-ethoxy-2-fluorocyclobutyl)-3-(pyridin-2-yl)-1H-pyrazol-4-yl)-5-(1H-pyrazol-4-yl)furan-2-carboxamide formate